NC=1N=C(NC1)C(=O)N 4-amino-1H-imidazole-carboxamide